tert-Butyl (3-cyano-5-fluoro-4-(5-fluoro-3-(1-methyl-1,6-diazaspiro[3.3]heptan-6-yl)-7,9-dihydrofuro[3,4-f]quinazolin-6-yl)benzo[b]thiophen-2-yl)carbamate C(#N)C=1C2=C(SC1NC(OC(C)(C)C)=O)C=CC(=C2C=2C1=C(C=3C=NC(=NC3C2F)N2CC3(CCN3C)C2)COC1)F